5-methyl-1-(3-methylsulfonylphenyl)pyrazol-3-amine CC1=CC(=NN1C1=CC(=CC=C1)S(=O)(=O)C)N